O1CCC(CC1)COC1=CC=C(C=C1)B(O)O 4-(TETRAHYDRO-2H-PYRAN-4-YL)METHOXYPHENYLBORONIC ACID